Methyl (S)-2-((4-(6-((4-chloro-2-fluorobenzofuran-7-yl)methoxy)pyridin-2-yl)cyclohexyl)methyl)-3-(oxetan-2-ylmethyl)-3H-imidazo[4,5-b]pyridine-5-carboxylate ClC1=CC=C(C2=C1C=C(O2)F)COC2=CC=CC(=N2)C2CCC(CC2)CC2=NC=1C(=NC(=CC1)C(=O)OC)N2C[C@H]2OCC2